NCC1=CC=CC(=N1)S(=O)(=O)NC(=O)C=1C(=NC(=CC1)C1=CC(=CC(=C1)OCC(C)C)F)OC1=C(C=C(C=C1C)C)C N-[[6-(Aminomethyl)-2-pyridyl]sulfonyl]-6-(3-fluoro-5-isobutoxyphenyl)-2-(2,4,6-trimethylphenoxy)pyridin-3-carboxamid